C[C@@H]1N(CC1)C=1N=C(C2=C(N1)CCC2)C=2C=C(C=CC2)S(=O)(N)=N 3-(2-((S)-2-methylazetidin-1-yl)-6,7-dihydro-5H-cyclopenta[d]pyrimidin-4-yl)benzenesulfonimidamide